(Z)-(3-chloro-6-(3-((5-cyano-2,4-dimethylpyridin-3-yl)amino)-2-fluoro-3-oxoprop-1-en-1-yl)-7-fluoro-1H-indazol-1-yl)methyl dihydrogen phosphate P(=O)(OCN1N=C(C2=CC=C(C(=C12)F)\C=C(\C(=O)NC=1C(=NC=C(C1C)C#N)C)/F)Cl)(O)O